COC=1C=C(CNC(=O)C2=CC3=CC=CC(=C3C=C2)C2=CC=C(C=C2)C(F)(F)F)C=CC1 N-(3-methoxybenzyl)-5-(4-(trifluoromethyl)phenyl)-2-naphthamide